FC1(CCC(CC1)[C@H](NC(=O)C1=NON=C1C)C1=NC2=C(N1)C=CC(=C2F)C(CC(F)(F)F)C(NCCC(F)(F)F)=O)F N-[(S)-(4,4-Difluorocyclohexyl){4-fluoro-5-[3,3,3-trifluoro-1-(3,3,3-trifluoropropyl-carbamoyl)propyl]-1H-benzimidazol-2-yl}methyl]-4-methyl-1,2,5-oxadiazole-3-carboxamide